C(C=C)(=O)OC1=CC=C(C=C1)[S+](C1=CC=CC=C1)C1=CC=CC=C1 4-(acryloyloxy)phenyldiphenylsulfonium